C(C(C)C)OC1=CC=C(C=N1)CN1CC2(CC2)CN(C1=O)C1CCN(CC1)C 5-((6-isobutoxypyridin-3-yl)methyl)-7-(1-methylpiperidin-4-yl)-5,7-diazaspiro[2.5]octan-6-one